(1S,3R)-1-(4-bromo-2,6-difluorophenyl)-2-(3-((tert-butyldiphenylsilyl)oxy)-2,2-difluoropropyl)-3,5-dimethyl-1,2,3,4-tetrahydroisoquinolin-6-amine BrC1=CC(=C(C(=C1)F)[C@H]1N([C@@H](CC2=C(C(=CC=C12)N)C)C)CC(CO[Si](C1=CC=CC=C1)(C1=CC=CC=C1)C(C)(C)C)(F)F)F